C(CCCCCC(C)C)(=O)[O-].[K+] potassium isononanoate